C(#N)C=1C=C(C=C(C1)C#N)C(NCC1=CC(=CC(=C1)OC)OC)=S 3,5-dicyano-N-(3,5-dimethoxybenzyl)benzenethioamide